C1(CC1)OC=1N(N=C2N=CC=CC21)C21COC(C2)(C1)C cyclopropoxy-2-(1-methyl-2-oxabicyclo[2.1.1]hexan-4-yl)-2H-pyrazolo[3,4-b]pyridine